O=C1NC(CCC1N1C(C2=CC=CC(=C2C1)NC(OC(C)(C)C)=O)=O)=O tert-Butyl (2-(2,6-dioxopiperidin-3-yl)-1-oxoisoindolin-4-yl)carbamate